CC(C)(C)OC(=O)N1CCC(CC1)C=1N=NC(=CC1)C=1OC(=NN1)CCl 4-{6-[5-(chloromethyl)-1,3,4-oxadiazol-2-yl]-1,2-diazin-3-yl}hexahydropyridine-1-carboxylic acid 2-methylpropan-2-yl ester